CO[C@@H](CCS(=O)(=O)N(CC1=CC=C(C=C1)OC)CC1=CC=C(C=C1)OC)C=C (S)-3-METHOXY-N,N-BIS(4-METHOXYBENZYL)PENT-4-ENE-1-SULFONAMIDE